OC=1C(=C(C(=CC1)C)C1=C2C(=NC(=C1)C(=O)NC)C=NN2)C 7-(3-hydroxy-2,6-dimethylphenyl)-N-methyl-1H-pyrazolo[4,3-b]pyridine-5-carboxamide